6-chloro-3-(4-chlorophenyl)-β-naphthol ClC=1C=C2C=C(C(=CC2=CC1)O)C1=CC=C(C=C1)Cl